BrCCCCCCBr 1,4-di(bromomethyl)butane